ClC1=NN=C2N1C1=CC=CC=C1C(=N2)N(C)C=2C=C(C=CC2)C2=CC=C(C=C2)S(=O)(=O)C(C)C chloro-N-(4'-(isopropylsulfonyl)-[1,1'-biphenyl]-3-yl)-N-methyl-[1,2,4]triazolo[4,3-a]quinazolin-5-amine